2,5-Dimercaptomethyl-2,5-dimethyl-1,4-dithian SCC1(SCC(SC1)(C)CS)C